(Z)-3-chloro-5-((4-hydroxy-1-(4-hydroxy-phenyl)-3-oxobutan-2-ylimino)methyl)phenyl 3-methylbenzoate CC=1C=C(C(=O)OC2=CC(=CC(=C2)\C=N/C(CC2=CC=C(C=C2)O)C(CO)=O)Cl)C=CC1